[Si](C)(C)(C(C)(C)C)C#CC1=CC(=C(C=N1)C1=CC2=C(N=CN=C2Cl)N1C)C 6-(6-((Tert-Butyldimethylsilanyl)ethynyl)-4-methylpyridin-3-yl)-4-chloro-7-methyl-7H-pyrrolo[2,3-d]pyrimidine